tert-Butyl N-[(1S)-1-hydroxyiminomethyl-2-methyl-propyl]carbamate ON=C[C@H](C(C)C)NC(OC(C)(C)C)=O